3,5-dibromo-1H-pyrazole-4-carboxylic acid ethyl ester C(C)OC(=O)C=1C(=NNC1Br)Br